NC=1C(=NC(=NC1C1=C2C=NNC2=CC=C1C)C1=C(C=CC=C1)NS(=O)(=O)C)C(=O)N 5-amino-2-[2-(methanesulfonamido)phenyl]-6-(5-methyl-1H-indazol-4-yl)pyrimidine-4-carboxamide